(2R,5S)-4-(1-(5-amino-4H-1,2,4-triazol-3-yl)piperidin-4-yl)-5-(4-chlorobenzyl)-N-(2-(methylsulfonyl)ethyl)morpholine-2-carboxamide 2,2,2-trifluoroacetate FC(C(=O)O)(F)F.NC=1NC(=NN1)N1CCC(CC1)N1C[C@@H](OC[C@@H]1CC1=CC=C(C=C1)Cl)C(=O)NCCS(=O)(=O)C